(S)-2-amino-3-(6-fluoro-1-hydroxy-1,3-dihydrobenzo[c][1,2]oxaborol-5-yl)propanoic acid N[C@H](C(=O)O)CC1=CC2=C(B(OC2)O)C=C1F